[C@H]12OC[C@H](N(C1)C1CCN(CC1)C1=C(C=C(C(=C1)OC)NC1=NC=NC(=C1)N1OCC[C@@H]1CC1=CC=C(C=C1)C(F)(F)F)NC(C=C)=O)C2 N-(2-(4-((1R,4R)-2-oxa-5-azabicyclo[2.2.1]heptane-5-yl)piperidine-1-yl)-4-methoxy-5-((6-((S)-3-(4-(trifluoromethyl)benzyl)isoxazolidine-2-yl)pyrimidine-4-yl)amino)phenyl)acrylamide